C(CCC)OC(CC(O)(C(=O)O)CC(=O)OCCCC)=O Citric acid-dibutyl ester